(S)-N-(2,4-Dimethoxybenzyl)-4-(3-(dimethylamino)-3-(3-(trifluoromethyl)-phenethyl)piperidin-1-yl)-2,6-difluoro-N-(pyrimidin-2-yl)benzenesulfonamide COC1=C(CN(S(=O)(=O)C2=C(C=C(C=C2F)N2C[C@@](CCC2)(CCC2=CC(=CC=C2)C(F)(F)F)N(C)C)F)C2=NC=CC=N2)C=CC(=C1)OC